2-((4-(4-(3-bromo-4-fluorophenyl)-5-oxo-4,5-dihydro-1,2,4-oxadiazol-3-yl)-1,2,5-oxadiazolidin-3-yl)glycyl)hydrazine-1-sulfonamide BrC=1C=C(C=CC1F)N1C(=NOC1=O)C1C(NON1)NCC(=O)NNS(=O)(=O)N